(S)-8-(2-amino-6-((R)-1-(3',5-dichloro-4'-methyl-[1,1'-biphenyl]-2-yl)-2,2,2-trifluoroethoxy)pyrimidin-4-yl)-2,8-diazaspiro[4.5]decane-3-carboxylic acid NC1=NC(=CC(=N1)N1CCC2(C[C@H](NC2)C(=O)O)CC1)O[C@@H](C(F)(F)F)C1=C(C=C(C=C1)Cl)C1=CC(=C(C=C1)C)Cl